BrC1=C(C=C(C=C1)F)F 1-Bromo-2,4-difluoro-benzene